(R or S)-1-(4-(2,3-dimethylphenyl)piperazin-1-yl)-2-(3-(4-hydroxypiperidine-1-carbonyl)-5,6-dihydrocyclopenta[c]pyrazol-1(4H)-yl)propan-1-one CC1=C(C=CC=C1C)N1CCN(CC1)C([C@@H](C)N1N=C(C2=C1CCC2)C(=O)N2CCC(CC2)O)=O |o1:15|